2-(((1R,3S)-3-(7-bromo-1H-imidazo[4,5-c]pyridin-1-yl)cyclohexyl)amino)-4-(1-(2,2-difluoroethyl)-1H-pyrazol-4-yl)pyrimidine-5-carbonitrile BrC=1C2=C(C=NC1)N=CN2[C@@H]2C[C@@H](CCC2)NC2=NC=C(C(=N2)C=2C=NN(C2)CC(F)F)C#N